(S)-8-((5-bromopentyl)oxy)-2-(furan-3-yl)-7-methoxy-1,11a-dihydro-5H-benzo[e]pyrrolo[1,2-a][1,4]diazepine-5,11(10H)-dione BrCCCCCOC=1C(=CC2=C(NC([C@H]3N(C2=O)C=C(C3)C3=COC=C3)=O)C1)OC